OC1=CC=C(C=C1)C1=CC(=NO1)C1=CC=C(C=C1)C1=C(C=CC(=C1)C)S(=O)(=O)N (4-(5-(4-hydroxyphenyl)isoxazol-3-yl)phenyl)-4-methylbenzenesulfonamide